O(P([O-])(=O)OP(=O)([O-])[O-])C\C=C(\C)/CCC=C(CC\C=C(\C)/CCC=C(C)C)C Nerylneryl Diphosphate